C[C@@H]1N(CC1)C1=NC(=CC(=C1C#N)C(F)(F)F)C=1C=NN(C1)C1CCN(CC1)C 2-[(2S)-2-methylazetidin-1-yl]-6-[1-(1-methyl-4-piperidyl)pyrazol-4-yl]-4-(trifluoromethyl)pyridine-3-carbonitrile